Cl.CNC1CCC(CC1)=O 4-(methylamino)cyclohexanone hydrochloride